FC(C=1C=CC=C(C=O)C1)(F)F 5-trifluoromethylbenzaldehyde